BrC1=NOC(C1)C1=NC(=CC=C1S(=O)(=O)NC)NC1=CC=C(C=C1)C(F)(F)F (3-bromo-4,5-dihydroisoxazol-5-yl)-N-methyl-6-[4-(trifluoromethyl)anilino]Pyridine-3-sulfonamide